4-(4-((1R,5S)-3,8-diazabicyclo[3.2.1]octan-3-yl)-8-fluoro-2-((3-(methoxymethyl)tetrahydro-1H-pyrrolizin-7a(5H)-yl)methoxy)pyrido[4,3-d]pyrimidin-7-yl)naphthalen-2-ol [C@H]12CN(C[C@H](CC1)N2)C=2C1=C(N=C(N2)OCC23CCCN3C(CC2)COC)C(=C(N=C1)C1=CC(=CC2=CC=CC=C12)O)F